Pentyl-ammonium C(CCCC)[NH3+]